O=C1NC(CCC1N1C(C2=CC=CC(=C2C1=O)OCCC=O)=O)=O 3-((2-(2,6-dioxopiperidin-3-yl)-1,3-dioxoisoindolin-4-yl)oxy)propanal